6-(1H-imidazol-1-yl)-4-methoxy-N-((1r,4r)-4-(2-methoxyethoxy)cyclohexyl)pyridinecarboxamide N1(C=NC=C1)C1=CC(=CC(=N1)C(=O)NC1CCC(CC1)OCCOC)OC